5-(3-(2-fluoroethyl)-2-methyl-3H-imidazo[4,5-b]pyridin-5-yl)-N-(trans-4-(2-methoxyethoxy)cyclohexyl)pyrrolo[2,1-f][1,2,4]triazin-2-amine FCCN1C(=NC=2C1=NC(=CC2)C=2C=CN1N=C(N=CC12)N[C@@H]1CC[C@H](CC1)OCCOC)C